C(C)N1[C@@H](CN(CC1)C(=O)C1=CC=C(C=C1)C1=CC(=CC=C1)OCC1=CC(=CC2=C1C=C(O2)C=2N=C1SC(=NN1C2)C)OC)C (R)-(4-Ethyl-3-methylpiperazin-1-yl)(3'-((6-methoxy-2-(2-methylimidazo[2,1-b][1,3,4]thiadiazol-6-yl)benzofuran-4-yl)methoxy)-[1,1'-biphenyl]-4-yl)methanone